ClC=1C(=C(C=CC1)NC=1C=NN2C1C(NCC2(C)C)=O)OC 3-[(3-chloro-2-methoxyphenyl)amino]-7,7-dimethyl-5H,6H-pyrazolo[1,5-a]pyrazin-4-one